2'-[1,5,9-triazacyclododecane-1,5-diylbis(methylene)]bis[6-(aminomethyl)-4-methylphenol] N1(CCCN(CCCNCCC1)CC1=C(C(=CC(=C1)C)CN)O)CC1=C(C(=CC(=C1)C)CN)O